2-cyano-2-(9H-thioxanthen-9-ylidene)-N-(2-(N-vinylacetamido)ethyl)acetamide C(#N)C(C(=O)NCCN(C(C)=O)C=C)=C1C2=CC=CC=C2SC=2C=CC=CC12